(6,9,12)-linolenate C(CCCC\C=C/C\C=C/C\C=C/CCCCC)(=O)[O-]